NC1=NC2=C(C=3N1N=C(N3)C=3OC=CC3)SC(N2CCN2CCN(CC2)C=2C(=CC(=C(O[C@@H](C(=O)O)C)C2)F)F)=O (R)-2-(5-(4-(2-(5-amino-8-(furan-2-yl)-2-oxothiazolo[5,4-e][1,2,4]triazolo[1,5-c]pyrimidin-3(2H)-yl)ethyl)piperazin-1-yl)-2,4-difluorophenoxy)propanoic acid